C1(=CC=CC=C1)CCC1=CC=C(C=C1)[C@H](C)N (1S)-1-[4-(2-phenylethyl)phenyl]ethanamine